tert-butyl (2-methyl-4H-benzo[b][1,2,4]triazolo[1,5-d][1,4]oxazin-6-yl)carbamate CC1=NN2C3=C(OCC2=N1)C(=CC=C3)NC(OC(C)(C)C)=O